ClC1=C(C(=O)NC=2C=C3C(=CNC3=CC2)C2CCN(CC2)C(CC)CC)C=CC=C1 5-(2-chlorobenzoyl)amino-3-(1-(3-pentyl)piperidin-4-yl)-1H-indole